S1N=CC2=C1N=C(S2)N thiazolo[5,4-d]isothiazole-5-amine